3-bromo-N'-(1-(4-methoxybenzyl)-2-oxopyrrolidine-3-carbonyl)picolinohydrazide BrC=1C(=NC=CC1)C(=O)NNC(=O)C1C(N(CC1)CC1=CC=C(C=C1)OC)=O